OC1(C(N(C2=CC=CC=C12)C=1C=NC=C(C1)C=C1OC(C2=CC=CC=C12)=O)=O)C(F)(F)F 3-hydroxy-1-(5-((3-oxoisobenzofuran-1(3H)-ylidene)methyl)pyridin-3-yl)-3-(trifluoromethyl)indolin-2-one